FC=1C=C(CC2=NC=CC(=C2)N2N=CC=3C(NCCC32)=O)C=C(C1F)C(F)(F)F 1-(2-(3,4-difluoro-5-(trifluoromethyl)benzyl)pyridin-4-yl)-1,5,6,7-tetrahydro-4H-pyrazolo[4,3-c]pyridin-4-one